FC=1C=C2C(C(=CN(C2=CC1N1[C@H](CCC1)COC1=NC=CC=C1C)C=1C=C2C=CNC2=CC1)C(=O)O)=O (R)-6-fluoro-1-(1H-indol-5-yl)-7-(2-(((3-methyl-pyridin-2-yl)oxy)methyl)pyrrolidin-1-yl)-4-oxo-1,4-dihydroquinoline-3-carboxylic acid